FC1=C(C=CC=C1)NC(C(=O)N[C@H](C(N[C@@H](C[C@H]1C(NCC1)=O)C(COC1=C(C(=CC(=C1F)F)F)F)=O)=O)CC(C)C)=O N1-(2-fluorophenyl)-N2-((S)-4-methyl-1-oxo-1-(((S)-3-oxo-1-((S)-2-oxopyrrolidin-3-yl)-4-(2,3,5,6-tetrafluorophenoxy)butan-2-yl)amino)pentan-2-yl)oxalamide